C(C)OC(CC=1C=C2C(=CC=NC2=CC1)O)=O (4-Hydroxyquinolin-6-yl)acetic acid ethyl ester